2-piperidin-1-yl-isobutyramide N1(CCCCC1)C(C(=O)N)(C)C